methyl 4-amino-7-(benzyloxy)thieno[3,2-c]pyridine-6-carboxylate NC1=NC(=C(C2=C1C=CS2)OCC2=CC=CC=C2)C(=O)OC